FC1=C(C=C(C=C1)S(=O)(=O)C=1C(=C2C=CNC2=C(C1F)F)F)C=1NC=C(N1)[C@@]1(CCOC2=C(C=CC=C12)CCC(=O)O)C 3-[(4R)-4-[2-[2-fluoro-5-[(4,6,7-trifluoro-1H-indol-5-yl)sulfonyl]phenyl]-1H-imidazol-4-yl]-4-methyl-chroman-8-yl]propanoic acid